CC(C#C)(CCC(CC)(OOC(C)(C)C)C)OOC(C)(C)C 3,6-dimethyl-3,6-di(tert-butyl-peroxy)octyne